(2S,3R)-3-(5-chloropyrimidin-2-yl)-N-(4-(4,6-dimethoxypyrimidin-5-yl)-5-(isopropoxymethyl)-4H-1,2,4-triazol-3-yl)butane-2-sulfonamide ClC=1C=NC(=NC1)[C@H]([C@H](C)S(=O)(=O)NC1=NN=C(N1C=1C(=NC=NC1OC)OC)COC(C)C)C